(3-chloroimidazo[1,2-a]pyridin-6-yl)-[rac-(7R,9aR)-7-(3-chloro-4-fluorophenyl)-1,3,4,6,7,8,9,9a-octahydropyrido[1,2-a]pyrazin-2-yl]methanone ClC1=CN=C2N1C=C(C=C2)C(=O)N2C[C@@H]1N(CC2)C[C@H](CC1)C1=CC(=C(C=C1)F)Cl |r|